BrC=1C=C2N(C=CN(C2)COCC[Si](C)(C)C)C1 7-bromo-2-((2-(trimethylsilyl)ethoxy)methyl)pyrrolo[1,2-a]Pyrazin